C(=O)(O)C1=CC=C(C=C1)P(O)(=O)O p-carboxyl-benzenephosphonic acid